C(CCCCCCCCCCCCCCCCC)(=O)[O-].[OH-].[Mg+2] Magnesium hydroxide stearate